C(C)OC(C(C(=O)OCC)(Br)CC1=C(C2=C(S1)C=CC=C2)C(C2=CC=CC=C2)=O)=O 2-((3-benzoylbenzo[b]thiophen-2-yl)methyl)-2-bromomalonic acid diethyl ester